4-cyclopropyl-1,2,5-oxadiazol-3-carboxylic acid C1(CC1)C=1C(=NON1)C(=O)O